(1R,6S)-bicyclo[4.3.1]Decane [C@@H]12CCCC[C@@H](CCC1)C2